(13S)-13-methyl-7,10,14-trioxa-23-thia-4,19,20-triazatetracyclo[13.5.2.12,5.018,21]tricosa-1(20),2,4,15(22),16,18(21)-hexaene C[C@H]1CCOCCOCC2=NC=C(C3=NNC=4C=CC(O1)=CC34)S2